FC1=C(C=C(C=C1)NC(=O)[C@@H]1[C@@H](N(CC1)C(=O)C1=CC=C(N1)C=1C(=NN(C1C)CC(=O)OC(C)(C)C)C)C)C tert-butyl 2-(4-(5-((2S,3S)-3-((4-fluoro-3-methylphenyl)carbamoyl)-2-methylpyrrolidine-1-carbonyl)-1H-pyrrol-2-yl)-3,5-dimethyl-1H-pyrazol-1-yl)acetate